C(CCC(=O)O)C/C=C\C/C=C\C/C=C\C/C=C\CCCC(=O)O 5z,8z,11z,14z-Eicosatetraenedioic Acid